ClC=1C=C2C(=NC(N3C2=C(C1C1=C(C=C(C=C1)F)F)OCCC3)=O)N3C[C@H](N(C[C@@H]3C)C(=O)OC(C)(C)C)C (2R,5S)-tert-butyl 4-(10-chloro-11-(2,4-difluorophenyl)-6-oxo-2,3,4,6-tetrahydro-[1,4]oxazepino[2,3,4-ij]quinazolin-8-yl)-2,5-dimethylpiperazine-1-carboxylate